2-(((1R,3S)-3-(3H-imidazo[4,5-b]pyridin-3-yl)cyclohexyl)amino)-4-(1,5-dimethyl-1H-pyrazol-4-yl)pyrimidine-5-carbonitrile N1=CN(C2=NC=CC=C21)[C@@H]2C[C@@H](CCC2)NC2=NC=C(C(=N2)C=2C=NN(C2C)C)C#N